(4-methylphenyl)propan-2-ol tert-butyl-N-methyl-N-[2-(methylamino)ethyl]Carbamate C(C)(C)(C)C(CN(C(=O)OC(CC1=CC=C(C=C1)C)C)C)NC